1-{4-cyano-6-[(3-methylphenyl)amino]pyrimidin-2-yl}-5-amino-1H-pyrazole-4-carboxylic acid C(#N)C1=NC(=NC(=C1)NC1=CC(=CC=C1)C)N1N=CC(=C1N)C(=O)O